N1[C@@H](CC1)CN1C2=C(OC[C@]3(CCCC4=CC(=CC=C34)Cl)C1)C=CC(=C2)C(=O)OC Methyl (S)-5-(((S)-azetidin-2-yl)methyl)-6'-chloro-3',4,4',5-tetrahydro-2H,2'H-spiro[benzo[b][1,4]oxazepine-3,1'-naphthalene]-7-carboxylate